Methyl 4-cyclopropyl-3-(N-(2-(5-fluorothiophen-2-yl)-5-(5-methylisoxazol-4-yl)phenyl)sulfamoyl)benzoate C1(CC1)C1=C(C=C(C(=O)OC)C=C1)S(NC1=C(C=CC(=C1)C=1C=NOC1C)C=1SC(=CC1)F)(=O)=O